OC[C@H](C1=CC=CC=C1)NC1=NC(=NC=C1C1=NC(=NO1)C12CCN(CC1)CC2)NC2=NN1C(CN(S(C1)(=O)=O)C)=C2 (S)-2-((4-((2-hydroxy-1-phenylethyl)amino)-5-(3-(quinuclidin-4-yl)-1,2,4-oxadiazol-5-yl)pyrimidin-2-yl)amino)-5-methyl-4,5-dihydro-7H-pyrazolo[5,1-d][1,2,5]thiadiazine 6,6-dioxide